(2S)-2-((tert-butyldimethylsilyl)oxy)pentan-3-ol [Si](C)(C)(C(C)(C)C)O[C@@H](C)C(CC)O